C(C)C(COP(=O)(OCC(CCCC)CC)CCC(=O)O)CCCC 3-[bis-(2-ethylhexyloxy)phosphoryl]propanoic acid